NCCOCCOCCNC(=O)C1=CC2=CC=CC(=C2C=C1)C1=CC=C(C=C1)C(F)(F)F N-(2-(2-(2-aminoethoxy)ethoxy)ethyl)-5-(4-(trifluoromethyl)phenyl)-2-naphthamide